tert-butyl (2S)-2-(benzyloxymethyl)pyrrolidine-1-carboxylate C(C1=CC=CC=C1)OC[C@H]1N(CCC1)C(=O)OC(C)(C)C